CC=1C=C(C=CC1OC=1C=NC(=CC1)C)NC=1C2=C(N=CN1)SC1=C2CCNC1 N-(3-methyl-4-((6-methylpyridin-3-yl)oxy)phenyl)-5,6,7,8-tetrahydropyrido[4',3':4,5]thieno[2,3-d]pyrimidin-4-amine